[2-[[2-amino-8-(thiazol-2-ylsulfamoyl)-3H-1-benzazepine-4-Carbonyl]-propyl-amino]oxyethyl]carbamic acid NC1=NC2=C(C=C(C1)C(=O)N(OCCNC(O)=O)CCC)C=CC(=C2)S(NC=2SC=CN2)(=O)=O